(2E)-1-[2-(4-fluorophenyl)-3-(pyridin-4-yl)-6,7-dihydropyrazolo[1,5-a]pyrazin-5(4H)-yl]-4-methoxybut-2-en-1-one FC1=CC=C(C=C1)C1=NN2C(CN(CC2)C(\C=C\COC)=O)=C1C1=CC=NC=C1